methyl-nonylamine CNCCCCCCCCC